O1[C@@H](COC2=C1C=CC=C2)C(=O)O (S)-1,4-benzodioxane-2-carboxylic acid